tetraglycerin dilaurate C(CCCCCCCCCCC)(=O)O.C(CCCCCCCCCCC)(=O)O.OCC(O)CO.OCC(O)CO.OCC(O)CO.OCC(O)CO